(E)-2-(2-(2-((4-fluorophenyl)(hydroxy)methyl)pyridin-3-yl)vinyl)isoindoline-1,3-dione FC1=CC=C(C=C1)C(C1=NC=CC=C1/C=C/N1C(C2=CC=CC=C2C1=O)=O)O